(R)-4-amino-3,3-dimethylpiperidine-1-carboxylic acid tert-butyl ester C(C)(C)(C)OC(=O)N1CC([C@@H](CC1)N)(C)C